N1N=CC2=CC(=CC=C12)NC=1N=C(N(N1)C)C1=CC(=C(OCC(=O)NC(C)C)C=C1)OC 2-[4-[5-(1H-indazol-5-ylamino)-2-methyl-1,2,4-triazol-3-yl]-2-methoxy-phenoxy]-N-isopropyl-acetamide